tetraethyl-p-phenylenedi(methylenemalonic acid) C(C)C1=C(C(=C(C(=C1C=C(C(=O)O)C(=O)O)CC)CC)C=C(C(=O)O)C(=O)O)CC